1,2-Diethoxyethane C(C)OCCOCC